C(C1=CC=CC=C1)OC(=O)N1[C@@H](CC(CC1)C1=C(SC=C1)Cl)C1=CC=C(C=C1)C(=O)OC (S)-4-(2-chlorothiophen-3-yl)-2-(4-(Methoxycarbonyl)phenyl)piperidine-1-carboxylic acid benzyl ester